3-(N,N-di(2-(n-butyloxycarbonyl)ethyl)amino)propyltrimethoxysilane C(CCC)OC(=O)CCN(CCC(=O)OCCCC)CCC[Si](OC)(OC)OC